FC=1C=C(C(=NC1)NC1=NN(C2=C1C=NC(=C2)C(=O)N2CCOCCC2)CC(F)(F)F)C [3-[(5-fluoro-3-methyl-2-pyridyl)amino]-1-(2,2,2-trifluoroethyl)pyrazolo-[4,3-c]pyridin-6-yl]-(1,4-oxazepan-4-yl)methanone